O=C1NC2=CC=CC=C2C(=C1)C(=O)N 2-oxo-1,2-dihydroquinoline-4-carboxamide